Cl.BrC1=CC(=C(C=C1)CN)F (4-bromo-2-fluorophenyl)methanamine HCl salt